3-amino-N-[[6-(dimethylamino)pyridin-2-yl]methyl]-6-(2,6-dimethylpyridin-4-yl)-5-(4-fluorophenyl)pyrazine-2-carboxamide NC=1C(=NC(=C(N1)C1=CC=C(C=C1)F)C1=CC(=NC(=C1)C)C)C(=O)NCC1=NC(=CC=C1)N(C)C